N1(C(CCCC1)C1CCNCC1)C(C(C)(C)C=1C=C2C(=C(NC2=CC1)C1=CC(=NC=C1)C)C(C)C)=O 1-([2,4'-bipiperidin]-1-yl)-2-(3-isopropyl-2-(2-methylpyridin-4-yl)-1H-indol-5-yl)-2-methylpropan-1-one